4-hydroxy-N-(4-(4-methylthiazol-5-yl)benzyl)tetrahydropyrrole-2-carboxamide OC1CC(NC1)C(=O)NCC1=CC=C(C=C1)C1=C(N=CS1)C